(S)-6-bromo-4-((3-fluoropyridin-2-yl) (tetrahydro-2H-pyran-4-yl) methyl)-1-((2-(trimethylsilyl) ethoxy) methyl)-1,4-dihydropyrazolo[3',4':4,5]pyrrolo[3,2-b]pyridine-3-carboxylate BrC=1C=C2C(=NC1)C1=C(N2[C@@H](C2CCOCC2)C2=NC=CC=C2F)C(=NN1COCC[Si](C)(C)C)C(=O)[O-]